C(C)(C)(C)OC(=O)N1C(C=2C=CC=C(C2CC1)S(=O)[O-])C.[Na+] sodium 2-(tert-butoxycarbonyl)-1-methyl-1,2,3,4-tetrahydroisoquinoline-5-sulfinate